ClC1=CC(=NC=C1F)N1N=C(C=2CCCC(C12)=O)C(F)(F)F 1-(4-chloro-5-fluoro-2-pyridyl)-3-(trifluoromethyl)-5,6-dihydro-4H-indazol-7-one